2,4-diiminoazetidine N=C1NC(C1)=N